2,2-dimethyl-7-(1-methylpiperidin-4-yl)-1,2,3,4-tetrahydroquinoline CC1(NC2=CC(=CC=C2CC1)C1CCN(CC1)C)C